S-(benzo[d]oxazol-2-ylmethyl) thioacetate C(C)(=O)SCC=1OC2=C(N1)C=CC=C2